methyl 6-((1-acetylpiperidin-4-yl)amino)-2-(benzo[d]oxazol-7-yl)pyrimidine-4-carboxylate C(C)(=O)N1CCC(CC1)NC1=CC(=NC(=N1)C1=CC=CC=2N=COC21)C(=O)OC